tert-butyl-3,3-difluoro-piperidine-1-carboxylate C(C)(C)(C)OC(=O)N1CC(CCC1)(F)F